2-[4-(hydroxyamino)-3-methyl-5-oxo-4,5-dihydro-1H-pyrazol-4-yl]acetic acid ethyl ester C(C)OC(CC1(C(=NNC1=O)C)NO)=O